ClC1=CC(=C(C=C1)C1=NC(=NC2=NC(=CN=C12)C)N1C[C@@H](OCC1)C=1C=NN(C1)C1CC1)F 4-(4-chloro-2-fluorophenyl)-2-((2S)-2-(1-cyclopropyl-1H-pyrazol-4-yl)-4-morpholinyl)-7-methylpteridine